(2E)-3-(4-amino-6-chloro-2-methylpyrimidin-5-yl)propan NC1=NC(=NC(=C1CCC)Cl)C